Terbium nitrat [N+](=O)([O-])[O-].[Tb+3].[N+](=O)([O-])[O-].[N+](=O)([O-])[O-]